4-(bromoacetyl)-2-fluoro-benzonitrile BrCC(=O)C1=CC(=C(C#N)C=C1)F